C1(CC1)CCNC(=O)C1=C(C2=C(C=CC3=CN(N=C23)C[C@@H]2OCCOC2)O1)C(F)(F)F N-(2-cyclopropylethyl)-2-{[(2S)-1,4-dioxan-2-yl]methyl}-8-(trifluoromethyl)-2H-furo[2,3-g]indazole-7-carboxamide